C(C1=CC=CC=C1)SC=1C=C(C=C(C1)F)NC(=O)[C@@H]1O[C@]([C@H]([C@H]1C1=C(C(=C(C=C1)F)F)OC)C)(C(F)(F)F)C (2R,3S,4S,5R)-N-(3-(benzylthio)-5-fluorophenyl)-3-(3,4-difluoro-2-methoxyphenyl)-4,5-dimethyl-5-(trifluoromethyl)tetrahydrofuran-2-carboxamide